1-ethyl-1H-pyrazole-5-carboxylate C(C)N1N=CC=C1C(=O)[O-]